3-(Ethylsulfonyl)-7-(trifluoromethyl)imidazo[1,2-a]pyridine-2-carbonitrile C(C)S(=O)(=O)C1=C(N=C2N1C=CC(=C2)C(F)(F)F)C#N